FC(CO)(S(=O)(=O)[O-])F.[Na+] sodium 1,1-difluoro-2-hydroxyethane-1-sulfonate